C(CCC)N1C(C2=CN=CC=C2C(=C1)C1=CC=C(O[C@@H]2[C@H](CN(CC2)CC2CCN(CC2)C(=O)OC(C)(C)C)F)C=C1)=O tert-butyl 4-(((3S,4S)-4-(4-(2-butyl-1-oxo-1,2-dihydro-2,7-naphthyridin-4-yl)phenoxy)-3-fluoropiperidin-1-yl)methyl)piperidine-1-carboxylate